N-(2-((4-fluorophenyl)thio)quinolin-6-yl)-3-hydroxy-4-methoxypicolinamide FC1=CC=C(C=C1)SC1=NC2=CC=C(C=C2C=C1)NC(C1=NC=CC(=C1O)OC)=O